F[C@H]1CNCC[C@H]1N1N=NC(=C1C)C=1C=C(C=2N(C1)N=CC2C#N)OCC(OC)C2=NC=C(C=C2)F 6-[1-[(3S,4R)-3-Fluoro-4-piperidyl]-5-methyl-triazol-4-yl]-4-[2-(5-fluoro-2-pyridyl)-2-methoxy-ethoxy]pyrazolo[1,5-a]pyridine-3-carbonitrile